(4-(4-ethylpiperazine-1-yl)phenyl)boronic acid pinacol ester C(C)N1CCN(CC1)C1=CC=C(C=C1)B1OC(C)(C)C(C)(C)O1